1-{6-[(4-Fluorophenyl)methyl]-3,3-dimethyl-1H,2H,3H-pyrrolo[3,2-c]pyridin-1-yl}-2-[(2R,5R)-2-(methoxymethyl)-5-methylpiperazin-1-yl]ethan-1-one, hydrochloride salt Cl.FC1=CC=C(C=C1)CC1=CC2=C(C=N1)C(CN2C(CN2[C@H](CN[C@@H](C2)C)COC)=O)(C)C